OCC1N(CC(CC1)NC(=O)OC(C)(C)C)C(=O)OCC1=CC=CC=C1 benzyl 2-(hydroxymethyl)-5-[(2-methylpropan-2-yl)oxycarbonylamino]piperidine-1-carboxylate